FC1(CCN(CC1)C1=NC(=CC(=N1)NC(C1=C(C=C(C=C1)NS(=O)(=O)CCO)N1CC2CC2(CC1)CF)=O)C)F N-(2-(4,4-difluoropiperidin-1-yl)-6-methylpyrimidin-4-yl)-2-(6-(fluoromethyl)-3-azabicyclo[4.1.0]heptan-3-yl)-4-((2-hydroxyethyl)sulfonamido)benzamide